S(=O)(=O)(ON1[C@@H]2CC[C@H](N(C1=O)C2)C(NC(=O)C2C(C2)N)=N)O (2S,5R)-2-(N-(2-aminocyclopropane-1-carbonyl) carbamimidoyl)-7-oxo-1,6-diazabicyclo[3.2.1]octan-6-yl hydrogen sulfate